4,6-difluoro-7-(thiophen-3-yl)-1H-indole FC1=C2C=CNC2=C(C(=C1)F)C1=CSC=C1